4-(3-propyl)thiomorpholine CCCN1CCSCC1